C(=O)C=1C(=C(C=CC1)NC(C)=O)C N-(3-FORMYL-2-METHYL-PHENYL)-ACETAMIDE